(2-fluoro-3-trifluoromethylphenyl)-3-tert-butyl-1-N-pentyl-1H-imidazole-5-carboxamide FC1=C(C=CC=C1C(F)(F)F)C1N(C(=CN1C(C)(C)C)C(=O)N)CCCCC